CC(CC=CCC)=O HEPTA-4-EN-2-ON